3-acrylamido-1-(4-(trifluoromethyl)phenyl)-1,2,3,4-tetrahydro-quinoline-5-carboxylic acid C(C=C)(=O)NC1CN(C=2C=CC=C(C2C1)C(=O)O)C1=CC=C(C=C1)C(F)(F)F